3,10,12,12-tetramethyl-2,5,8,11-tetraoxatridecane CC(OC)COCCOCC(OC(C)(C)C)C